NC(CC(=O)O)C(NC(CO)COC(CC)=O)=O 3-amino-3-{[1-hydroxy-3-(propionyloxy)prop-2-yl]carbamoyl}propanoic acid